C(C)(C)(C)OC(=O)N1N=C(C=C1)OCC1C2CCC1CC2 3-(norbornan-7-ylmethoxy)pyrazole-1-carboxylic acid tert-butyl ester